(1R,5S,6s)-6-(4-cyclopropyl-2-methylphenyl)-2,4-dioxo-3-azabicyclo[3.1.0]hexane-3-carboxylic acid tert-butyl ester C(C)(C)(C)OC(=O)N1C([C@@H]2C([C@@H]2C1=O)C1=C(C=C(C=C1)C1CC1)C)=O